(3-(2-amino-3-nitropyridin-4-yl)-3,8-diazabicyclo[3.2.1]octan-8-yl)(cyclopropyl)methanone NC1=NC=CC(=C1[N+](=O)[O-])N1CC2CCC(C1)N2C(=O)C2CC2